7-bromo-3-(2-hydroxyethyl)-2-(hydroxymethyl)-1-isopropylindoline-5-carboxylic acid methyl ester COC(=O)C=1C=C2C(C(N(C2=C(C1)Br)C(C)C)CO)CCO